(S)-4-(((8-ethyl-4-oxochroman-7-yl)oxy)(pyridin-4-yl)methyl)benzamide C(C)C=1C(=CC=C2C(CCOC12)=O)O[C@@H](C1=CC=C(C(=O)N)C=C1)C1=CC=NC=C1